(R)-2-(6-(2-(2-fluoro-6-(trifluoromethyl)benzyl)-2H-tetrazol-5-yl)pyridin-2-yl)-2-hydroxypropane-1-sulfonamide FC1=C(CN2N=C(N=N2)C2=CC=CC(=N2)[C@@](CS(=O)(=O)N)(C)O)C(=CC=C1)C(F)(F)F